1-(6-cyclopropyl-2-(hydroxymethyl)imidazo[1,2-a]pyridin-8-yl)-3-(oxetan-3-yl)imidazolidine-2,4-dione C1(CC1)C=1C=C(C=2N(C1)C=C(N2)CO)N2C(N(C(C2)=O)C2COC2)=O